calcium magnesium sodium strontium calcium [Ca].[Sr].[Na].[Mg].[Ca]